C(C)(C)(C)OC(NC1=NC=C(C=C1C)NC(C(=O)N1[C@H](CC[C@H](C1)C)C)=O)=O.NC=1C=C(OC2=NC(=CC=C2)OC2=CC(=CC=C2)N)C=CC1 2,6-bis(3-aminophenoxy)pyridine Tert-butyl-N-[5-[[2-[(2S,5R)-2,5-dimethyl-1-piperidyl]-2-oxo-acetyl]amino]-3-methyl-2-pyridyl]carbamate